C(C)(C)(C)OC(=O)N1CCN(CC1)CC1CCN(CC1)C1=NC(=CC=C1)N1C=NC=C1 4-((1-(6-(1H-imidazol-1-yl)pyridin-2-yl)piperidin-4-yl)methyl)piperazine-1-carboxylic acid tert-butyl ester